ClC1=C(C=C2C(=NC(NC2=C1SCC(CO)C=1C=NC=CC1)=O)N1C[C@@H](N([C@@H](C1)C)C(=O)OC(C)(C)C)C)C(F)(F)F tert-butyl (2S,6R)-4-(7-chloro-8-((3-hydroxy-2-(pyridin-3-yl)propyl)thio)-2-oxo-6-(trifluoromethyl)-1,2-dihydroquinazolin-4-yl)-2,6-dimethylpiperazine-1-carboxylate